Fluoro-3-(3-(hydroxy(2-(3-((4-methyl-1H-indol-5-yl)oxy)phenyl)-1H-imidazol-5-yl)methyl)phenyl)propanoic acid FC(C(=O)O)CC1=CC(=CC=C1)C(C1=CN=C(N1)C1=CC(=CC=C1)OC=1C(=C2C=CNC2=CC1)C)O